2-(4,7-dichloro-6-(4-((3R,4R)-3-fluoropiperidin-4-yl)phenyl)-2H-indazol-2-yl)-2-((R)-6-fluoro-6,7-dihydro-5H-pyrrolo[1,2-c]imidazol-1-yl)-N-(thiazol-2-yl)acetamide ClC=1C2=CN(N=C2C(=C(C1)C1=CC=C(C=C1)[C@@H]1[C@H](CNCC1)F)Cl)C(C(=O)NC=1SC=CN1)C1=C2N(C=N1)C[C@@H](C2)F